FC1=C2CN(C(C2=CC(=C1C1CCN(CC1)CC1=CC=C(C=C1)S(=O)(=O)C)F)=O)C1C(NC(CC1)=O)=O 3-(4,6-difluoro-5-(1-(4-(methylsulfonyl)benzyl)piperidin-4-yl)-1-oxoisoindolin-2-yl)piperidine-2,6-dione